1,1,1-tris[2-(tert-butylperoxy-carbonyloxy)ethoxymethyl]propane tert-Butyl-N-[(4-fluoro-1H-benzimidazol-2-yl)(4-methylcyclohexyl)methyl]carbamate C(C)(C)(C)OC(NC(C1CCC(CC1)C)C1=NC2=C(N1)C=CC=C2F)=O.C(C)(C)(C)OOC(=O)OCCOCC(CC)(COCCOC(=O)OOC(C)(C)C)COCCOC(=O)OOC(C)(C)C